Cl.O=C1NC(CCC1N1CCC2=C(C(=CC=C12)F)N1CCN(CC1)CC1CCN(CC1)C(CCC(=O)O)=O)=O 4-[4-[[4-[1-(2,6-dioxo-3-piperidyl)-5-fluoro-indolin-4-yl]piperazin-1-yl]methyl]-1-piperidyl]-4-oxo-butanoic acid hydrochloride